OCCCCOCC1COC1 3-(4-hydroxybutyloxymethyl)oxetane